OCCOCC(C)(C)S(=O)(=O)C1(CC1)CN1C(C2=C(CC1)C(=NN2C)C(=O)OCC)=O Ethyl 6-((1-((1-(2-hydroxyethoxy)-2-methylpropan-2-yl)sulfonyl)cyclopropyl)methyl)-1-methyl-7-oxo-4,5,6,7-tetrahydro-1H-pyrazolo[3,4-c]pyridine-3-carboxylate